N1(CCC1)C=1C=C(C(NC1)(C(=O)[O-])I)OCC(F)(F)F 5-(Azetidin-1-yl)-2-iodo-3-(2,2,2-trifluoroethoxy)pyridineAt